1-nonadecanoyl-2-(9Z-hexadecenoyl)-glycero-3-phosphoserine CCCCCCCCCCCCCCCCCCC(=O)OC[C@H](COP(=O)(O)OC[C@@H](C(=O)O)N)OC(=O)CCCCCCC/C=C\CCCCCC